COC(=O)C1=C(C(=NN1C=1SC(=C(N1)Br)SC(C)C)C)Br 4-bromo-1-(4-bromo-5-(isopropylthio)thiazol-2-yl)-3-methyl-1H-pyrazole-5-carboxylic acid methyl ester